CC=1CC[C@H]([C@@H](C1)C1=C(C=C(C=C1O[Si](CC)(CC)CC)CCCCC)O[Si](CC)(CC)CC)C(=C)C (((1'R,2'R)-5'-methyl-4-pentyl-2'-(prop-1-en-2-yl)-1',2',3',4'-tetrahydro-[1,1'-biphenyl]-2,6-diyl)bis(oxy))bis(triethylsilane)